(8-((3-((1s,3s)-3-(cyanomethyl)-1-(4-methyl-4H-1,2,4-triazol-3-yl)cyclobutyl)phenyl)carbamoyl)-3-fluoroimidazo[1,2-a]pyridin-6-yl)methyl methanesulfonate CS(=O)(=O)OCC=1C=C(C=2N(C1)C(=CN2)F)C(NC2=CC(=CC=C2)C2(CC(C2)CC#N)C2=NN=CN2C)=O